N1C=C(C2=CC=CC=C12)C1C(N(C2=C(S1)C=CC(=C2)C(=O)N)CC2CN(C2)C2=CC=CC=C2)=O (1H-indol-3-yl)-3-oxo-4-((1-phenylazetidin-3-yl)methyl)-3,4-dihydro-2H-benzo[b][1,4]thiazine-6-carboxamide